BrC1=CC2=C(N(S(C3=C(C2NCCCOC)C=CC(=C3)Cl)(=O)=O)C)C=C1 9-Bromo-3-chloro-11-((3-methoxypropyl)amino)-6-methyl-6,11-dihydrodibenzo[c,f][1,2]thiazepine 5,5-dioxide